CC(C#CC(C)(OOC(C)(C)C)C)(C)OOC(C)(C)C dimethyl-2,5-di(tert-butylperoxy)hexyne